C(C)(C)(C)OC(=O)NCC1=CC(=C(C(=C1)C)NC(=O)C1=CC2=C(OCCC3=C2SC=C3)C=C1C=1C(=NC(=CC1)C(NCC1=C(C=CC(=C1)Cl)Cl)=O)C(=O)OC)C methyl 3-(9-((4-(((tert-butoxycarbonyl)amino)methyl)-2,6-dimethylphenyl)carbamoyl)-4,5-dihydrobenzo[b]thieno[2,3-d]oxepin-8-yl)-6-((2,5-dichlorobenzyl)carbamoyl)picolinate